(1R,3aS,10aR)-5-chloro-1-[(1E,3ξ)-3-hydroxy-4-methylene-1-octen-1-yl]-2,3,3a,9,10,10a-hexahydro-1H-benzo[b]cyclopenta[f]oxepin-6-carboxylic acid ClC1=C(C=CC2=C1O[C@@H]1[C@H](CC2)[C@H](CC1)\C=C\C(C(CCCC)=C)O)C(=O)O